dibromo-1,1,1-trifluoropropan-2-one BrC(C(C(F)(F)F)=O)Br